ClC=1C(=NC(=CC1)OC)C(=O)N1C2CN(C(C1)CC2)CC2=C(N=C1N2C=CC=N1)C1=CC=C(C=C1)C(C)C (3-chloro-6-methoxypyridin-2-yl)(5-{[2-(4-isopropylphenyl)imidazo[1,2-a]pyrimidin-3-yl]-methyl}-2,5-diazabicyclo[2.2.2]oct-2-yl)-methanone